(cyclopropylsulfonyl)[3-fluoro-4-({6-fluoro-7-(1,3-oxazol-2-yloxy)-2-oxo-2H,3H-spiro[1,3-benzoxazine-4,1'-cyclobutan]-3-yl}methyl)-2-pyridyl]amine C1(CC1)S(=O)(=O)NC1=NC=CC(=C1F)CN1C(OC2=C(C=C(C(=C2)OC=2OC=CN2)F)C12CCC2)=O